2-((3S)-3-(1-(2,6-dioxopiperidin-3-yl)-3-methyl-2-oxo-2,3-dihydro-1H-benzo[d]imidazol-5-yl)pyrrolidin-1-yl)acetic acid O=C1NC(CCC1N1C(N(C2=C1C=CC(=C2)[C@H]2CN(CC2)CC(=O)O)C)=O)=O